C(C=1C(N)=NC=CC1)(=O)OOC1=C(C=CC=C1)F fluorophenoxy azaanthranilate